S1C(=C(C(=C1)B(O)O)B(O)O)C=1SC=CC1 2,2'-bithiophenediboronic acid